4-[(2R)-3-(3,4-dihydro-1H-isoquinolin-2-yl)-2-hydroxy-propyl]-8-[2-(4-pyridinyl)ethynyl]-2,3-dihydro-1,4-benzoxazepin-5-one C1N(CCC2=CC=CC=C12)C[C@H](CN1CCOC2=C(C1=O)C=CC(=C2)C#CC2=CC=NC=C2)O